(S)-3-((3-(2-(4-chlorophenyl)-2-hydroxyethyl)-1,2,4-oxadiazol-5-yl)methyl)-5-(methyl-d3)pyrimidine-2,4(1H,3H)-dione ClC1=CC=C(C=C1)[C@H](CC1=NOC(=N1)CN1C(NC=C(C1=O)C([2H])([2H])[2H])=O)O